5-Benzoyl-1-cyclohexylisoquinoline C(C1=CC=CC=C1)(=O)C1=C2C=CN=C(C2=CC=C1)C1CCCCC1